C(C)(=O)C1=C(C=C(C=C1F)[N+](=O)[O-])N1N=C(C=C1C)C#N 1-(2-Acetyl-3-fluoro-5-nitro-phenyl)-5-methyl-pyrazole-3-carbonitrile